methyl [[5-methyl-3-[4-(trifluoromethyl)anilino]pyrazine-2-carboximidoyl] amino] carbonate C(OC)(ONC(=N)C1=NC=C(N=C1NC1=CC=C(C=C1)C(F)(F)F)C)=O